C(C)OC(=O)C1=C(NC=C1C)C 2,4-Dimethylpyrrole-3-carboxylic ACID ETHYL ester